[2-(2,2-dimethylpropyl)-2-azaspiro[3.3]heptan-6-yl]methyl (2R,6S)-2,6-dimethyl-4-[5-(trifluoromethyl)pyrimidin-2-yl]piperazine-1-carboxylate C[C@H]1N([C@H](CN(C1)C1=NC=C(C=N1)C(F)(F)F)C)C(=O)OCC1CC2(CN(C2)CC(C)(C)C)C1